NC1=CC(=NC2=CC=C(C=C12)C(=O)N1CCOCC1)C (4-amino-2-methylquinolin-6-yl)(morpholino)methanone